2-amino-1-(6-fluoro-5-methyl-1H-indazol-4-yl)-5-(methoxymethyl)-6-methyl-1H-pyrrolo[2,3-b]pyridine-3-carboxamide NC1=C(C=2C(=NC(=C(C2)COC)C)N1C1=C2C=NNC2=CC(=C1C)F)C(=O)N